C(C)(C)(C)OC(=O)N1CCN(CC1)C1=C(N(C=2N(C1=O)N=C(N2)C(=O)OC)COCC[Si](C)(C)C)CC methyl 6-(4-(tert-butoxycarbonyl)piperazin-1-yl)-5-ethyl-7-oxo-4-((2-(trimethylsilyl)ethoxy)methyl)-4,7-dihydro-[1,2,4]triazolo[1,5-a]pyrimidine-2-carboxylate